6-(2-amino-6-fluoro-5-(2-(5-oxopyrrolidin-3-yl)-4-(tetrahydro-2H-pyran-4-yl)phenyl)pyridin-3-yl)-7-fluoro-3,4-dihydroisoquinolin-1(2H)-one NC1=NC(=C(C=C1C=1C=C2CCNC(C2=CC1F)=O)C1=C(C=C(C=C1)C1CCOCC1)C1CNC(C1)=O)F